2-(1-tert-butoxycarbonyl-4-piperidyl)acetic acid C(C)(C)(C)OC(=O)N1CCC(CC1)CC(=O)O